C(C)(=O)N1CC(C1)(C)N1C=C2C(=NN(C(C2=CC1=O)=O)C)N[C@H](C)C1=C(C(=CC=C1)C(F)F)F (R)-6-(1-acetyl-3-methylazetidin-3-yl)-4-((1-(3-(difluoromethyl)-2-fluorophenyl)ethyl)amino)-2-methylpyrido[3,4-d]pyridazine-1,7(2H,6H)-dione